N-(4,5,6-trifluoro-1,3-benzothiazol-2-yl)cycloheptanecarboxamide FC1=C(C(=CC2=C1N=C(S2)NC(=O)C2CCCCCC2)F)F